(R)-3-(isoquinolin-4-yl)-1-(3-methoxy-6-(trifluoromethyl)pyridin-2-yl)-2-oxoimidazoline-4-carbonitrile C1=NC=C(C2=CC=CC=C12)N1C(N(C[C@@H]1C#N)C1=NC(=CC=C1OC)C(F)(F)F)=O